C(#N)C(CNC=1C=CC=C2C=CC(=CC12)C1=NC=CC(=C1)NC(C)=O)=C N-(2-{8-[(2-cyano-2-methylideneethyl)amino]naphthalen-2-yl}pyridin-4-yl)acetamide